(S)-3-((9-ethyl-2-((R*)-1-hydroxy-1-methyl-2,3-dihydro-1H-inden-4-yl)-9H-purin-6-yl)-amino)-N-methylpyrrolidine-1-sulfonamide C(C)N1C2=NC(=NC(=C2N=C1)N[C@@H]1CN(CC1)S(=O)(=O)NC)C1=C2CC[C@@](C2=CC=C1)(C)O |o1:26|